BrC1=C(C=C2C(=NC(=NC2=C1F)Cl)N([C@@H]1CS(CC1)(=O)=O)C)C(F)(F)F (S)-3-((7-bromo-2-chloro-8-fluoro-6-(trifluoromethyl)quinazolin-4-yl)(methyl)amino)tetrahydrothiophene 1,1-dioxide